CC1(OC(CC(C1)N)(C)C)C 2,2,6,6-tetramethyltetrahydro-2H-pyran-4-amine